BrC1=NC(=CC=C1F)Br 2,6-Dibromo-3-fluoropyridine